[Pt].[Al] aluminum platinum